2-(1H-imidazol-1-yl)ethanol N1(C=NC=C1)CCO